N-Boc-2-bromo-3-(S-methylsulfonimidoyl)pyridine C(=O)(OC(C)(C)C)N1C(C(=CC=C1)S(=O)(=N)C)Br